FC=1C(=C(C=CC1)N1C(C2=C(C=3C=CC(=NC13)C(F)(F)F)N(C=N2)C)=O)OC 5-(3-Fluoro-2-methoxyphenyl)-1-methyl-7-(trifluoromethyl)-1,5-dihydro-4H-imidazo[4,5-c][1,8]Naphthyridin-4-one